C(C1=CC=CC=C1)OCN1C(N([C@H]2[C@H](OC)[C@H](O[Si](C)(C)C(C)(C)C)[C@@H](CC(CC(C)C)=O)O2)C=CC1=O)=O 3-benzyloxymethyl-5'-deoxy-5'-C-(dimethylpropionyl)-2'-O-methyl-3'-O-tert-butyldimethylsilyluridine